N=1C=NN2C1C=CC(=C2)C=2C=C(C=CC2)C2N(OCC2)C2=CC(=NC=N2)NC=2C(=CC(=C(C2)NC(C=C)=O)N(C)CCN(C)C)OC N-(5-((6-(3-(3-([1,2,4]triazolo[1,5-a]pyridin-6-yl)phenyl)isoxazolidine-2-yl)pyrimidin-4-yl)amino)-2-((2-(dimethylamino)ethyl)(methyl)amino)-4-methoxyphenyl)acrylamide